ClC1=C(C=CC=C1N1ONC2=NC(=CN=C2O1)Cl)NC(=O)C1=NC=NC=C1 N-(2-chloro-3-(7-chloro-2,4-dioxa-1,2-dihydropteridin-3(4H)-yl)phenyl)pyrimidine-4-carboxamide